C(#N)C=1C=C(C=CC1)C=1N=C(SC1C1=CC(=NC(=C1)C)C)N1CCOC2(CNC2)C1 N-[4-(3-cyanophenyl)-5-(2,6-dimethyl-4-pyridyl)thiazol-2-yl]-5-oxa-2,8-diazaspiro[3.5]nonane